C=1C=CN2C1C1=CC(=CC=C1CC2)C(=O)N 5,6-dihydropyrrolo[2,1-a]isoquinoline-9-carboxamide